BrC1C(N(C(CC1)=O)CC1=CC=C(C=C1)OC)=O 3-Bromo-1-(4-methoxybenzyl)piperidine-2,6-dione